Cl.Cl.C1(CC1)C1CN(CCN1)C=1N=NC(=CN1)C1=C(C=C(C=C1)C=1C=NNC1)O 2-[3-(3-cyclopropylpiperazin-1-yl)-1,2,4-triazin-6-yl]-5-(1H-pyrazol-4-yl)phenol dihydrochloride